1-(1-acetylpiperidin-4-yl)-3-(1,5,6,7-tetrahydro-1,5:3,7-dimethano-benzo[e]oxonin-3(2H)-yl)urea C(C)(=O)N1CCC(CC1)NC(=O)NC12OC3CC(C4=C(C(C1)C3)C=CC=C4)C2